3-oxopropyl acrylate C(C=C)(=O)OCCC=O